O1C(CC2=C1C=CC=C2)C(CNC(OCCCC)=O)=CF butyl 2-(2,3-dihydrobenzofuran-2-yl)-3-fluoroallylcarbamate